ethyl 3-bromo-7-chloro-1H-indazole-1-carboxylate BrC1=NN(C2=C(C=CC=C12)Cl)C(=O)OCC